5-((2-(4-((3-(2-hydroxyethyl)benzyl)amino)butoxy)ethyl)amino)benzo[c][2,6]naphthyridine-8-carboxamide OCCC=1C=C(CNCCCCOCCNC2=NC3=C(C4=CN=CC=C24)C=CC(=C3)C(=O)N)C=CC1